[N-]=C=S.C(C)(=O)N[C@H]1[C@@H](O)O[C@@H]([C@H]([C@@H]1OC(C)=O)OC(C)=O)COC(C)=O 2-acetamido-3,4,6-tri-O-acetyl-2-deoxy-alpha-D-glucopyranose isothiocyanate